2-chloro-N-[8-cyclopropyl-6-[7-fluoro-2-(oxetan-2-yl)indazole-4-carbonyl]quinolin-5-yl]acetamide ClCC(=O)NC1=C2C=CC=NC2=C(C=C1C(=O)C=1C2=CN(N=C2C(=CC1)F)C1OCC1)C1CC1